[N+](=O)([O-])C=1C=C(C=CC1OC)C=1N=C(NC1)N(C(=O)OC(C)(C)C)C(=O)OC(C)(C)C 4-(3-nitro-4-methoxyphenyl)-2-(N,N-bis-tert-butoxycarbonylamino)-1H-imidazole